5-(4-methylphenyl)-1,3,4-thiadiazol-2-amine CC1=CC=C(C=C1)C1=NN=C(S1)N